C(C=CC1=CC=CC=C1)(=O)N cinnamamide